tert-butyl 2-methyl 3-allyl-4-((methylsulfonyl)oxy)-3-(2-((methylsulfonyl)oxy)ethyl)pyrrolidine-1,2-dicarboxylate C(C=C)C1(C(N(CC1OS(=O)(=O)C)C(=O)OC(C)(C)C)C(=O)OC)CCOS(=O)(=O)C